O=S1CCCC=2N=C(N=CC21)N[C@@H]2C[C@H](CC2)NC2=CC=C(C=N2)N2C(C=CC=C2)=O 6'-(((1S,3S)-3-((5-oxido-7,8-dihydro-6H-thiopyrano[3,2-d]pyrimidin-2-yl)amino)cyclopentyl)amino)-2H-[1,3'-bipyridyl]-2-one